resorcinolio monoacetate C(C)(=O)O[OH+]C1=CC(O)=CC=C1